ClC=1C=C(C=CC1)C1=C(NC=2C1=NC=CC2)C2=C(C=NC=C2)O[C@H]2CN(CC2)S(=O)(=O)C=C 3-(3-chlorophenyl)-2-(3-{[(3R)-1-(ethenesulfonyl)pyrrolidin-3-yl]oxy}pyridin-4-yl)-1H-pyrrolo[3,2-b]pyridine